CC1(OC2=C([C@@H]3C=C(CC[C@@H]13)C)C(=CC(=C2)CCCC=C)O)C (6aR,10aR)-6,6,9-trimethyl-3-(pent-4-en-1-yl)-6H,6aH,7H,8H,10aH-benzo[c]isochromen-1-ol